(2H-thiopyran-2-ylidene)-λ4-sulfanone S1C(C=CC=C1)=S=O